(S)-(4-(3-amino-1-((isoquinolin-6-yl-1-d)amino)-1-oxopropan-2-yl-2,3,3-d3) phenyl)methyl-d2 2,4-dimethylbenzoate dihydrochloride Cl.Cl.CC1=C(C(=O)OC([2H])([2H])C2=CC=C(C=C2)[C@](C(=O)NC=2C=C3C=CN=C(C3=CC2)[2H])(C([2H])([2H])N)[2H])C=CC(=C1)C